tert-Butyl 8-{[5-(2-chloro-5-cyanophenyl)-1-trityl-1H-indazol-3-yl]carbamoyl}-6-azaspiro[4.5]decane-6-carboxylate ClC1=C(C=C(C=C1)C#N)C=1C=C2C(=NN(C2=CC1)C(C1=CC=CC=C1)(C1=CC=CC=C1)C1=CC=CC=C1)NC(=O)C1CN(C2(CCCC2)CC1)C(=O)OC(C)(C)C